1-(2-(4-(1,4-dimethyl-2-(4-(methylsulfonyl)phenyl)-1H-imidazo[4,5-c]pyridin-6-yl)phenyl)-2,7-diazaspiro[3.5]nonan-7-yl)-2-methylpropan-2-ol CN1C(=NC=2C(=NC(=CC21)C2=CC=C(C=C2)N2CC1(C2)CCN(CC1)CC(C)(O)C)C)C1=CC=C(C=C1)S(=O)(=O)C